The molecule is a guanosine bisphosphate having a diphosphate at the 3'-position and a triphosphate at the 5'-position. It has a role as an Escherichia coli metabolite and a mouse metabolite. It is a guanosine bisphosphate and a guanosine 5'-phosphate. It is a conjugate acid of a guanosine 3'-diphosphate 5'-triphosphate hexaanion. C1=NC2=C(N1[C@H]3[C@@H]([C@@H]([C@H](O3)COP(=O)(O)OP(=O)(O)OP(=O)(O)O)OP(=O)(O)OP(=O)(O)O)O)N=C(NC2=O)N